N-(2-morpholinoethyl)propionamide Tert-butyl-(6-(hydroxy(1-(1-methyl-1H-pyrazol-4-yl)cyclopropyl)methyl)pyridin-3-yl)carbamate C(C)(C)(C)N(C(O)=O)C=1C=NC(=CC1)C(C1(CC1)C=1C=NN(C1)C)O.O1CCN(CC1)CCNC(CC)=O